6-(3-(4,4,5,5-tetramethyl-1,3,2-dioxaborolan-2-yl)phenyl)pyrido[3,2-d]pyrimidin CC1(OB(OC1(C)C)C=1C=C(C=CC1)C=1C=CC=2N=CN=CC2N1)C